Dl-2,3-diaminopropionic acid HCl Cl.N[C@@H](C(=O)O)CN |r|